C1(CCCCC1)CCCCO 4-cyclohexylbutan-1-ol